bis[di-t-butyl-(p-dimethylaminophenyl)phosphino]palladium (II) C(C)(C)(C)P(C1=CC=C(C=C1)N(C)C)(C(C)(C)C)[Pd]P(C(C)(C)C)(C(C)(C)C)C1=CC=C(C=C1)N(C)C